bis(trifluoromethanesulfonic acid) zinc (II) [Zn+2].FC(S(=O)(=O)O)(F)F.FC(S(=O)(=O)O)(F)F